Indium-germanium-tin oxide [Sn]=O.[Ge].[In]